[Cl-].[Cl-].FC(C=1C=C(C=CC1)C(=[Zr+2](C1(C(C(CC2C3C(C4C=5C=CC=CC5CC4=C21)CCCC3)C)(C)C)C)C3C=CC=C3)C3=CC(=CC=C3)C(F)(F)F)(F)F di(m-trifluoromethylphenyl)methylene(cyclopentadienyl)(tetramethyldodecahydrodibenzofluorenyl)zirconium dichloride